Cl.ClC=1C=C(C=CC1Cl)C1=CC=C(C=C1)CCNC([C@H](CCC)NC)=O (S)-N-(2-(3',4'-dichloro-[1,1'-biphenyl]-4-yl)ethyl)-2-(methylamino)pentanamide hydrochloride